BrC1=CC=C(C(=N1)OCC1=C(C=C(C#N)C=C1)OC)F 4-(((6-bromo-3-fluoropyridin-2-yl)oxy)methyl)-3-methoxybenzonitrile